BrC1=CC=CC=2C=C(C(OC21)C(F)(F)F)C=O 8-bromo-2-trifluoromethyl-2H-benzopyran-3-carbaldehyde